2,4-di-(n-octyl-thiomethylene)-6-methylphenol C(CCCCCCC)SC=C1C(C(=CC(C1)=CSCCCCCCCC)C)O